CC(CCC(=O)C1=CC2=CC=CC=C2C=C1)C 4-methyl-1-(naphthalen-2-yl)pentan-1-one